[N+](=O)([O-])C(=CC=1C=C(C(=CC1)O)O)C 4-(2-Nitroprop-1-enyl)benzene-1,2-diol